1-((2S,11S)-5-chloro-2-(methoxymethyl)-11-methyl-2,3,9,11-tetrahydro-10H-[1,4]dioxino[2,3-f]pyrrolo[3,4-c]quinolin-10-yl)-2-methoxyethan-1-one ClC1=C2C(=C3C4=C(C=NC3=C1)CN([C@H]4C)C(COC)=O)O[C@H](CO2)COC